phenyl-triazene C1(=CC=CC=C1)N=NN